1-(bicyclo[1.1.1]pent-1-yl)-N-((R)-1-(2-fluoro-3-(trifluoromethyl)phenyl)ethyl)-4-(((1R,5s,6s)-3-methyl-3-azabicyclo[3.1.0]hex-6-yl)amino)-6-oxo-1,6-dihydropyridine-3-carboxamide C12(CC(C1)C2)N2C=C(C(=CC2=O)NC2[C@@H]1CN(C[C@H]21)C)C(=O)N[C@H](C)C2=C(C(=CC=C2)C(F)(F)F)F